C(C)(=O)ON(CCCN(OC(C)=O)OC(C)=O)OC(C)=O.[Na] sodium 1,3-propylenediamine tetraacetate